ClC1=C(C=C(N=N1)N1[C@@H](COCC1)C)N1C(=CC=C1C)C (R)-4-(6-chloro-5-(2,5-dimethyl-1H-pyrrol-1-yl)pyridazin-3-yl)-3-methylmorpholine